ClC1=C2N(C(C(=N1)NCC=1C=C(C=C(C1)O)C1=CC=CC=C1)=O)[C@@H](CC2)C(=O)OCC2=CC=CC=C2 benzyl (S)-1-chloro-3-(((5-hydroxy-[1,1'-biphenyl]-3-yl)methyl)amino)-4-oxo-4,6,7,8-tetrahydropyrrolo[1,2-a]pyrazine-6-carboxylate